3-ethyl-1-(2-((2-methoxy-4-(4-methyl-4H-1,2,4-triazol-3-yl)phenyl)amino)-6-methylpyrido[3,4-d]pyrimidin-8-yl)azetidine-3-carbonitrile C(C)C1(CN(C1)C1=NC(=CC2=C1N=C(N=C2)NC2=C(C=C(C=C2)C2=NN=CN2C)OC)C)C#N